(1R,2R)-7-fluoro-2-(pyrrolidin-1-yl)-2,3-dihydro-1H-inden-1-amine FC=1C=CC=C2C[C@H]([C@@H](C12)N)N1CCCC1